C(C)O[Si](OCC)(OCC)CC(C1=CC=CC=C1)(S(=S)(=O)[O-])C triethoxysilylmethylmethylbenzylthiosulfonate